[2-Bromo-6-methoxy-4-(prop-1-yn-1-yl)phenyl]acetic acid BrC1=C(C(=CC(=C1)C#CC)OC)CC(=O)O